C1(CC1)C1=C(C(=NO1)C1=C(C=CC=C1Cl)Cl)COC=1C=C2C=CC(=CC2=CC1)OC=1N=CC(=NC1)C(=O)O 5-((6-((5-cyclopropyl-3-(2,6-dichlorophenyl)isoxazol-4-yl)methoxy)naphthalen-2-yl)oxy)pyrazine-2-carboxylic acid